1-(2,6-difluorophenyl)-5-(trifluoromethyl)-1H-pyrazole-4-carboxylic acid FC1=C(C(=CC=C1)F)N1N=CC(=C1C(F)(F)F)C(=O)O